COC1=NC=NC(=C1C(=O)NC=1SC2=C(N1)C=1C=CC(=CC1OC21C2CC3CC(CC1C3)C2)C(F)(F)F)OC 4,6-dimethoxy-N-(7'-(trifluoromethyl)spiro[adamantane-2,4'-chromeno[4,3-d]thiazol]-2'-yl)pyrimidine-5-carboxamide